(2R,4S)-1-(7-fluoro-2-methylbenzofuro[3,2-d]pyrimidin-4-yl)-4-((4-phenyl-1H-pyrazol-3-yl)amino)pyrrolidine-2-carboxylic acid FC1=CC2=C(C=C1)C=1N=C(N=C(C1O2)N2[C@H](C[C@@H](C2)NC2=NNC=C2C2=CC=CC=C2)C(=O)O)C